C(C)C1=C(C=CC=C1)CC(=O)O.[Li] lithium (2-ethylphenyl)acetic acid